N-[4-(4-tert-butylpyrazol-1-yl)-2,6-difluoro-phenyl]2-chloro-benzenesulfonamide C(C)(C)(C)C=1C=NN(C1)C1=CC(=C(C(=C1)F)NS(=O)(=O)C1=C(C=CC=C1)Cl)F